CC1CC(C1)NC[C@H](O)C1=CC=CC=C1 (R)-α-[[(3-Methylcyclobutyl)amino]methyl]benzenemethanol